OCCCCOS(=O)(=O)C1=CC=C(C)C=C1 4-Hydroxybutyl-p-toluenesulfonate